mono-sodium monododecyl maleate C(\C=C/C(=O)[O-])(=O)OCCCCCCCCCCCC.[Na+]